COC(=O)C=1C=C(C2=C(N(C=N2)CC2=CC=C(C=C2)OC)C1)Br.[Cl-].C[NH+]1CCC(CC1)CC 1-Methyl-4-ethylpiperidinium chlorid methyl-4-bromo-1-(4-methoxybenzyl)-1H-benzo[d]imidazole-6-carboxylate